ThienothiazoL S1C=NC2=C1C=CS2